tert-butyl (R)-(1-(6-((diphenylmethylene)amino)pyridazin-3-yl)piperidin-3-yl)carbamate C1(=CC=CC=C1)C(C1=CC=CC=C1)=NC1=CC=C(N=N1)N1C[C@@H](CCC1)NC(OC(C)(C)C)=O